CC1=CC=C2C=CC3=C(NC(CC(N3C=3C=C(C#N)C=CC3)=O)=O)C2=C1 3-(10-Methyl-2,4-dioxo-1,2,3,4-tetrahydro-5H-naphtho[1,2-b][1,4]diazepin-5-yl)benzonitrile